(S)-methyl 3-((((9H-fluoren-9-yl) methoxy) carbonyl) amino)-4-iodobutanoate C1=CC=CC=2C3=CC=CC=C3C(C12)COC(=O)N[C@@H](CC(=O)OC)CI